CC(CCCCCCCCCCCC(CC(=O)NCC(=O)O)OC(CCCCCCCCCCCC(C)C)=O)C N-(15-methyl-3-(13-methyl-tetradecanoyloxy)-hexadecanoyl)-glycine